C(C1C(C(=O)[O-])CCCC1)(=O)[O-] hexahydrophthalate